6-nitrothieno[3,2-b]pyridine-7-amine [N+](=O)([O-])C=1C(=C2C(=NC1)C=CS2)N